4-methyl-7-acetamidocoumarin CC1=CC(OC2=CC(=CC=C12)NC(C)=O)=O